(R*)-7-((cyclopropyl(pyrimidin-2-yl)methyl)amino)-6-(5,6-dimethoxy-1H-benzo[d]-imidazol-2-yl)-2-methyl-2H-pyrazolo[4,3-b]pyridin-5(4H)-one C1(CC1)[C@H](C1=NC=CC=N1)NC=1C=2C(NC(C1C1=NC3=C(N1)C=C(C(=C3)OC)OC)=O)=CN(N2)C |o1:3|